N-(3,3-Difluorocyclopentyl)-6-(6-(4-methoxypyridin-3-yl)-4-methyl-1H-pyrazolo[4,3-c]pyridin-1-yl)-4-((2R,3S)-2-methyl-3-((methylsulfonyl)methyl)azetidin-1-yl)pyridin-2-amine FC1(CC(CC1)NC1=NC(=CC(=C1)N1[C@@H]([C@H](C1)CS(=O)(=O)C)C)N1N=CC=2C(=NC(=CC21)C=2C=NC=CC2OC)C)F